tri(tert-butyl) phosphite P(OC(C)(C)C)(OC(C)(C)C)OC(C)(C)C